5-[5-(1-hydroxy-1-methyl-ethyl)-2-[4-(4-piperidylmethoxy)phenoxy]phenyl]-1-methyl-pyridin-2-one OC(C)(C)C=1C=CC(=C(C1)C=1C=CC(N(C1)C)=O)OC1=CC=C(C=C1)OCC1CCNCC1